trimethylolpropane tris(propionate) C(CC)(=O)O.C(CC)(=O)O.C(CC)(=O)O.C(O)C(CC)(CO)CO